C(C)SC=1C=C(C=NC1C=1C=C2C=CC(N(C2=CN1)CC(C(F)(F)F)(F)F)=O)C(C#N)(C)C 2-[5-ethylsulfanyl-6-[2-oxo-1-(2,2,3,3,3-pentafluoropropyl)-1,7-naphthyridin-6-yl]-3-pyridyl]-2-methyl-propanenitrile